cis-3-aminocyclobutane-1-carboxylate N[C@H]1C[C@H](C1)C(=O)[O-]